(6R,10R)-6,10,14-trimethyl-2,2-bis(2,2,2-trifluoroethoxy)pentadecane C[C@@H](CCCC(C)(OCC(F)(F)F)OCC(F)(F)F)CCC[C@@H](CCCC(C)C)C